CC=1C=NC=2C=CC[C@@](C2N1)(C#N)N[C@@H]1C(NCC1)=O (3S,5R)-3-methyl-5-[(2-oxopyrrolidin-3-yl)amino]quinoxaline-5-carbonitrile